6-{[(tert-butyldimethylsilyl)oxy]methyl}-3-iodo-7-methyl-1H-indazole [Si](C)(C)(C(C)(C)C)OCC1=CC=C2C(=NNC2=C1C)I